2-oxo-3-methyl-1,3-benzoxazole-5-carboxylic acid methyl ester COC(=O)C=1C=CC2=C(N(C(O2)=O)C)C1